FC1=C(C#N)C(=C(C(=C1F)S(=O)(=O)N1CCN(CC1)C(=O)C1=CC=C2C(=CC=CN12)C1=CC2=C(N(C=N2)C)C=C1C(F)(F)F)F)F 2,3,5,6-tetrafluoro-4-((4-(8-(1-methyl-6-(trifluoromethyl)-1H-benzo[d]imidazol-5-yl)indolizine-3-carbonyl)piperazin-1-yl)sulfonyl)benzonitrile